C12CCC(CC1)N2CC2=C(CNC1=CC(=C(C(=C1)F)S(=O)(=O)NC=1N=CSC1)F)C(=CC=C2OC)F 4-((2-((7-azabicyclo[2.2.1]heptan-7-yl)methyl)-6-fluoro-3-methoxybenzyl)amino)-2,6-difluoro-N-(thiazol-4-yl)benzenesulfonamide